tert-butyl-(R)-3-(4-(3H-[1,2,3]triazolo[4,5-b]pyridin-3-yl)-2-fluoro-N-(6-(5-methylthiazol-2-yl)isoquinolin-1-yl)benzamido)piperidine C(C)(C)(C)N1C[C@@H](CCC1)N(C(C1=C(C=C(C=C1)N1N=NC=2C1=NC=CC2)F)=O)C2=NC=CC1=CC(=CC=C21)C=2SC(=CN2)C